2,2-dihydroxymethyl-butyric acid rubidium [Rb].OCC(C(=O)O)(CC)CO